ClC1=NC=CC=C1CC(=O)N1CCC2=C(C(=CC(=C12)F)B1OC(C(O1)(C)C)(C)C)F 2-(2-chloropyridin-3-yl)-1-(4,7-difluoro-5-(4,4,5,5-tetramethyl-1,3,2-dioxaborolan-2-yl)indolin-1-yl)ethan-1-one